4-phenyl-2-(((E)-(1-(2-chlorophenyl)-9-(4-fluorobenzyl)-beta-carbolin-3-yl)methylene)hydrazino)-2,3-dihydrothiazole C1(=CC=CC=C1)C=1NC(SC1)N/N=C/C=1N=C(C=2N(C3=CC=CC=C3C2C1)CC1=CC=C(C=C1)F)C1=C(C=CC=C1)Cl